Benzenepentanal C1(=CC=CC=C1)CCCCC=O